ClC=1N=NC(=CC1)C(F)(F)F 3-chloro-6-(trifluoromethyl)pyridazine